(1-isopropyl-1H-imidazol-4-yl)[(1R,5S,6r)-6-(2-oxa-3-azabicyclo[3.1.0]hex-3-en-4-yl)-3-azabicyclo[3.1.0]hex-3-yl]methanone C(C)(C)N1C=NC(=C1)C(=O)N1C[C@H]2C([C@H]2C1)C1=NOC2CC12